P(=O)(OC(CCCCC)(CC)CC)(OC(CCCCC)(CC)CC)[O-] di-(diethylhexyl) phosphate